NC1=NNC2=CC(=CC=C12)C1=C(C=C(C=C1)NC(=O)C=1C(N(C=CC1OCC)C1=CC=C(C=C1)F)=O)F N-(4-(3-amino-1H-indazol-6-yl)-3-fluorophenyl)-4-Ethoxy-1-(4-fluorophenyl)-2-oxo-1,2-dihydropyridine-3-carboxamide